3-(3,5-difluorophenyl)-2-(4-iodophenyl)-4-methyl-7-(tetrahydropyran-2-yloxy)-chroman-4-ol FC=1C=C(C=C(C1)F)C1C(OC2=CC(=CC=C2C1(O)C)OC1OCCCC1)C1=CC=C(C=C1)I